4-((2-Ethoxy-4-formylphenoxy)methyl)-N,N-di-methylbenzamide C(C)OC1=C(OCC2=CC=C(C(=O)N(C)C)C=C2)C=CC(=C1)C=O